hydroxyethyldimethoxysilane OCC[SiH](OC)OC